S1C(=CC=C1)B(O)O thiophen-2-ylboranediol